FC=1C=NC(=NC1)N[C@@H]1CN(CC[C@H]1OCC1=CC=C(C=C1)C(F)(F)F)C(=O)OC(C)(C)C tert-butyl trans-3-(5-fluoropyrimidin-2-ylamino)-4-(4-(trifluoromethyl)benzyloxy)piperidine-1-carboxylate